2-[(6-chloro-7-fluoro-1H-indol-4-yl)oxy]acetonitrile ClC1=CC(=C2C=CNC2=C1F)OCC#N